(Z)-3-(3-(1-((tert-butoxycarbonyl)(methyl)amino)butyl)phenyl)acrylate C(C)(C)(C)OC(=O)N(C(CCC)C=1C=C(C=CC1)\C=C/C(=O)[O-])C